(1S,3R)-2-(2-fluoro-2-methylpropyl)-3-methyl-1-(5-(piperidin-4-yl)thiophen-2-yl)-2,3,4,9-tetrahydro-1H-pyrido[3,4-b]indole FC(CN1[C@@H](C=2NC3=CC=CC=C3C2C[C@H]1C)C=1SC(=CC1)C1CCNCC1)(C)C